C(CCCCCCCCCCCCCCC(C)C)OC(CCCCCCCCCCCCCCC(C)C)=O.C(CCCCCC(C)C)(=O)OCCCCCCCCCCCCCCCC(C)C isostearyl isononanoate isostearyl-isostearate